ethyl (S)-2-azido-4-phenylbutyrate N(=[N+]=[N-])[C@H](C(=O)OCC)CCC1=CC=CC=C1